tert-butyl (R)-3-((S)-3-(3-(2-(((benzyloxy)carbonyl)amino)ethoxy)-5-fluorophenyl)-1-(tert-butoxy)-1-oxopropan-2-yl)pyrrolidine-1-carboxylate C(C1=CC=CC=C1)OC(=O)NCCOC=1C=C(C=C(C1)F)C[C@H](C(=O)OC(C)(C)C)[C@@H]1CN(CC1)C(=O)OC(C)(C)C